C=C1C(NC(C(N1)=O)=CC=1N=CN(C1C(C)C)CC1=CC(=CC(=C1)OC)OC)=O methylene-6-((5-isopropyl-1-(3,5-dimethoxybenzyl)imidazol-4-yl)methylene)piperazine-2,5-dione